(1-(pyridine-4-ylcarbonyl)piperidin-3-yl)methanone N1=CC=C(C=C1)C(=O)N1CC(CCC1)C=O